alpha-Bromophenylacetate BrC(C(=O)[O-])C1=CC=CC=C1